C1(CC1)S(=O)(=O)NC(C1=CC=CC=C1)=O N-(cyclopropylsulfonyl)benzamide